2-(5-(4-methoxyphenyl)-1H-benzo[d]imidazol-2-yl)ethan-1-amine dihydrochloride Cl.Cl.COC1=CC=C(C=C1)C1=CC2=C(NC(=N2)CCN)C=C1